2,5-diethoxyhydroquinone C(C)OC1=C(O)C=C(C(=C1)O)OCC